N1=C2N(C=C1C=1C=C(C=CC1OC1=CC(=CC=C1)C(F)(F)F)S(=O)(=O)NC)CCC2 3-(6,7-dihydro-5H-pyrrolo[1,2-a]imidazol-2-yl)-N-methyl-4-[3-(trifluoromethyl)phenoxy]benzene-1-sulfonamide